OCC(C)C(=O)C(C)CO hydroxy-2-propyl ketone